3-((5-Methoxy-4-(7-phenyl-4,7-diazaspiro[2.5]octan-4-yl)pyrimidin-2-yl)amino)benzenesulfonamide COC=1C(=NC(=NC1)NC=1C=C(C=CC1)S(=O)(=O)N)N1C2(CC2)CN(CC1)C1=CC=CC=C1